BrC=1C=CC2=C(C(N(CO2)C(C(=O)NC=2SC=CN2)C2=CC(=CC=C2)F)=O)C1 2-(6-bromo-4-oxo-2H-benzo[e][1,3]oxazin-3(4H)-yl)-2-(3-fluorophenyl)-N-(thiazol-2-yl)acetamide